[Fe-4](C#N)(C#N)(C#N)(C#N)(C#N)C#N.N ammonia ferrocyanide